O1CC(C1)CNCC=1C=CC=2N(C1)C=C(N2)CNC(=O)C=2N=C1N(C(C2)=O)C=CC=C1 N-{[6-({[(oxetan-3-yl)methyl]amino}methyl)imidazo[1,2-a]pyridin-2-yl]methyl}-4-oxo-4H-pyrido[1,2-a]pyrimidine-2-carboxamide